8'-{5-[(Dimethylsulfamoyl)amino]-6-[4-(morpholin-4-yl)piperidin-1-yl]pyridin-3-yl}-3'-methyl-2',3'-dihydrospiro[cyclobutane-1,1'-pyrrolo[2,3-c]quinoline]-2'-one CN(S(=O)(=O)NC=1C=C(C=NC1N1CCC(CC1)N1CCOCC1)C1=CC=2C3=C(C=NC2C=C1)N(C(C31CCC1)=O)C)C